(1R,5S,6R)-6-methyl-3-azabicyclo[3.1.0]hexane hydrochloride Cl.CC1[C@@H]2CNC[C@H]12